COC=1C=C2C(C=C(OC2=CC1OC)C=1C=C(C(=O)OC)C=CC1)=O methyl 3-(6,7-dimethoxy-4-oxo-4H-chromen-2-yl)benzoate